BrC1=[N+](C(=C(C(=C1C)[N+](=O)[O-])C)Br)[O-] 2,6-dibromo-3,5-dimethyl-4-nitropyridine 1-oxide